5-(3-((4-(3-Amino-4-nitrophenyl)piperazin-1-yl)methyl)pyrrolidin-1-yl)-2-(2,6-dioxopiperidin-3-yl)-6-fluoroisoindoline-1,3-dione NC=1C=C(C=CC1[N+](=O)[O-])N1CCN(CC1)CC1CN(CC1)C=1C=C2C(N(C(C2=CC1F)=O)C1C(NC(CC1)=O)=O)=O